C(C)(C)(C)S(=O)\N=C\CC[C@H]1CC(N(C1)C(=O)OC(C)(C)C)(C)C tert-butyl (4S)-4-[(3E)-3-tert-butylsulfinyliminopropyl]-2,2-dimethyl-pyrrolidine-1-carboxylate